ethyl 2-cyclopropyl-1-(4-methoxy-2-methyl-phenyl)-6-oxo-pyrimidine-5-carboxylate C1(CC1)C=1N(C(C(=CN1)C(=O)OCC)=O)C1=C(C=C(C=C1)OC)C